C(C)C1C(CCC(C1)CC)=O 2,4-diethylcyclohexanone